CCC(=O)NC=1C=CC2=C(N=C(O2)C2=CC(=NC=C2)C(=O)O)C1 4-(5-(N-Methylacetylamino)benzo[d]oxazol-2-yl)picolinic acid